FC=1C=NC2=CC(=NC(=C2C1)NC1CC2CCC(C1)N2CCC#N)NC2=NNC(=C2)C 3-((3-exo)-3-((3-fluoro-7-((5-methyl-1H-pyrazol-3-yl)amino)-1,6-naphthyridin-5-yl)amino)-8-azabicyclo[3.2.1]octan-8-yl)propionitrile